(2r,5s)-3-(4-aminophenyl-ethyl)-2-(2-(4-bromophenyl)-5-(4-fluorophenyl)-2H-1,2,3-triazol-4-yl)-5-methyloxazolidin-4-one NC1=CC=C(C=C1)CCN1[C@H](O[C@H](C1=O)C)C1=NN(N=C1C1=CC=C(C=C1)F)C1=CC=C(C=C1)Br